C(C)C=1C=NNC=2C1N=CC1=C3C(C=CC23)=NN(C1)C1CCOCC1 8-ethyl-4-(tetrahydro-2H-pyran-4-yl)-5,11-dihydro-4H-3,4,7,10,11-pentaazadibenzo[cd,h]azulene